C(C)(C)N1N=CC(=C1)C=1C(=CC(=C(C1)NC=1N=C(C2=C(N1)NC=C2)NC=2C(=C1N=CC=NC1=CC2)P(C)(C)=O)OC)N2CCN(CC2)C (6-((2-((5-(1-isopropyl-1H-pyrazol-4-yl)-2-methoxy-4-(4-methylpiperazin-1-yl)phenyl)amino)-7H-pyrrolo[2,3-d]pyrimidin-4-yl)amino)quinoxalin-5-yl)dimethylphosphine oxide